tert-butyl (R)-2-(2-((tert-butyldimethylsilyl)oxy)ethyl)-5-oxopyrrolidine-1-carboxylate [Si](C)(C)(C(C)(C)C)OCC[C@@H]1N(C(CC1)=O)C(=O)OC(C)(C)C